FC=1C=C(C#N)C=C(C1)OC 3-fluoro-5-methoxy-benzonitrile